4-amino-7-fluoro-N-methyl-N-((3R)-6-(methylsulfonyl)-2,3-dihydro-1-benzofuran-3-yl)-1,3-dihydrofuro[3,4-c]quinoline-8-carboxamide NC1=NC=2C=C(C(=CC2C2=C1COC2)C(=O)N([C@H]2COC1=C2C=CC(=C1)S(=O)(=O)C)C)F